3-methoxy-4-[(3-{4-[(oxan-4-yl)amino]-1-(2,2,2-trifluoroethyl)-1H-indol-2-yl}prop-2-yn-1-yl)amino]benzamide COC=1C=C(C(=O)N)C=CC1NCC#CC=1N(C2=CC=CC(=C2C1)NC1CCOCC1)CC(F)(F)F